CC1=CC=C(C=C1)S(=O)(=O)N1C=CC=2C1=NC=C1C2NC(=N1)N 6-p-toluenesulfonyl-1,6-dihydroimidazo[4,5-d]pyrrolo[2,3-b]pyridin-2-amine